(2-chloro-6-nitrophenyl)boric acid ClC1=C(C(=CC=C1)[N+](=O)[O-])OB(O)O